C1(CC1)C1=CC(=NN1)NC(=O)C1CN(C(C1)=O)C1=CC(=C(C=C1)F)C N-(5-cyclopropyl-1H-pyrazol-3-yl)-1-(4-fluoro-3-methylphenyl)-5-oxopyrrolidine-3-carboxamide